C(C)C1=C(C=NN1CCOC)B1OC(C(O1)(C)C)(C)C 5-ethyl-1-(2-methoxyethyl)-4-(4,4,5,5-tetramethyl-1,3,2-dioxaborolan-2-yl)pyrazole